CC(C)(OC(NCCOCCOCCC(=O)N1CCC(CC1)C1CCC(CC1)C(=O)OCC)=O)C Ethyl (1r,4r)-4-(1-(2,2-dimethyl-4-oxo-3,8,11-trioxa-5-azatetradecan-14-oyl)piperidin-4-yl)cyclohexane-1-carboxylate